6-(5-(7-Ethyl-7H-imidazo[4,5-c]pyridazin-4-yl)-2-fluorophenyl)-5-methoxy-3-(2-methoxyethyl)benzo[d]oxazol-2(3H)-one C(C)N1C=NC2=C1N=NC=C2C=2C=CC(=C(C2)C2=CC1=C(N(C(O1)=O)CCOC)C=C2OC)F